NCCOCCNC(C1=CC=C(C(=O)NC2C(C(C2(C)C)OC2=CC(=C(C=C2)C#N)Cl)(C)C)C=C1)=O N1-(2-(2-aminoethoxy)ethyl)-N4-((1r,3r)-3-(3-chloro-4-cyanophenoxy)-2,2,4,4-tetramethylcyclobutyl)terephthalamide